P(=O)(O)(O)O[C@H]1[C@]([C@@H](O[C@@H]1CO)N1C=NC=2C(N)=NC=NC12)(O)F.CN(C(/C=C/C1=C(CCCC1)CCNC(C1=NC=CC=C1)=O)=O)C (E)-N-(2-(2-(3-(dimethylamino)-3-oxoprop-1-en-1-yl)cyclohex-1-en-1-yl)ethyl)picolinamide 2'-fluoroadenosine-3'-phosphate